CCCCCCCC/C=C\CCCCCCCC(=O)O[C@H](COC(=O)CCCCCCC/C=C\C/C=C\CCCCC)COP(=O)([O-])OCC[N+](C)(C)C 1-(9Z,12Z-octadecadienoyl)-2-(9Z-octadecenoyl)-glycero-3-phosphocholine